2,7-diaminofluorene NC1=CC=2CC3=CC(=CC=C3C2C=C1)N